(2-Chloro-4-fluoro-6-hydroxy-phenyl)boronic acid ClC1=C(C(=CC(=C1)F)O)B(O)O